6H-purin-6-one N1=CN=C2N=CN=C2C1=O